6-Amino-3-((1S,3R)-3-(5-amino-1H-1,2,4-triazol-1-yl)-4'-chloro-1',2'-dihydrospiro[cyclopentane-1,3'-pyrrolo[2,3-b]pyridin]-5'-yl)-2-fluoro-N,N-dimethylbenzamide NC1=CC=C(C(=C1C(=O)N(C)C)F)C=1C(=C2C(=NC1)NC[C@@]21C[C@@H](CC1)N1N=CN=C1N)Cl